2,6-quinolinediol N1=C(C=CC2=CC(=CC=C12)O)O